7-{7-[(3S,4S)-3-fluoro-2,2,6,6-tetramethylpiperidin-4-yl]-6,7-dihydro-5H-pyrrolo[2,3-c]pyridazin-3-yl}-2-methylquinazolin-6-ol F[C@@H]1C(NC(C[C@@H]1N1CCC2=C1N=NC(=C2)C2=C(C=C1C=NC(=NC1=C2)C)O)(C)C)(C)C